ethyl (2S,5S)-3-(4-cyano-3-(trifluoromethyl)phenyl)-2-(trifluoromethyl)oxazolidine-5-carboxylate C(#N)C1=C(C=C(C=C1)N1[C@@H](O[C@@H](C1)C(=O)OCC)C(F)(F)F)C(F)(F)F